CC=1C=C(C=CC1N1CCN(CC1)C)C=1C2=C(NN1)CN(C2)C#N 3-(3-methyl-4-(4-methylpiperazin-1-yl)phenyl)-4,6-dihydropyrrolo[3,4-c]pyrazole-5(1H)-carbonitrile